trans-4-((4-(2-Cyclopropyloxazol-4-yl)pyridine-2-yl)((trans-4-(5-methoxy-6-methylpyridin-2-yl)cyclohexyl)methyl)carbamoyl)cyclohexyloxetan-3-ylcarbamate C1(CC1)C=1OC=C(N1)C1=CC(=NC=C1)N(C(=O)[C@@H]1CC[C@H](CC1)N(C([O-])=O)C1COC1)C[C@@H]1CC[C@H](CC1)C1=NC(=C(C=C1)OC)C